BrCC1=CC=C(C=C1)CCC 1-(bromomethyl)-4-propylbenzene